1-[1-(methanesulfonyl)piperidin-4-yl]methanamine CS(=O)(=O)N1CCC(CC1)CN